methyl (S)-5-(benzyloxy)-6-methoxy-2-(6-methoxybenzo[d]oxazol-2-yl)-1,2,3,4-tetrahydroisoquinoline-3-carboxylate C(C1=CC=CC=C1)OC1=C2C[C@H](N(CC2=CC=C1OC)C=1OC2=C(N1)C=CC(=C2)OC)C(=O)OC